(3S,11bS)-3-(2,2-dimethylpropyl)-9-hydroxy-10-methoxy-1H,2H,3H,4H,6H,7H,11bH-pyrido[2,1-a]isoquinolin-2,9-diol CC(C[C@@H]1C(C[C@@H]2N(CCC=3CC(C(=CC23)OC)(O)O)C1)O)(C)C